NC1=CC=CC2=C1SC(=C2Br)C#CCNC2=C(C=C(C=C2)P(C)(C)=O)OC (4-((3-(7-amino-3-bromobenzo[b]thiophen-2-yl)prop-2-yn-1-yl)amino)-3-methoxyphenyl)dimethylphosphine oxide